trans-beta-(trimethoxysilyl)styrene CO[Si](\C=C\C1=CC=CC=C1)(OC)OC